CC=1C=C2C=NN(C2=CC1OC1CCCC=2C=C(C=NC12)C#N)C=1C=NN(C1)C 8-((5-Methyl-1-(1-methyl-1H-pyrazol-4-yl)-1H-indazol-6-yl)oxy)-5,6,7,8-tetrahydroquinoline-3-carbonitrile